C(=C/C1=CC=CC=C1)/C1=CC=NC=C1 (Z)-4-styrylpyridine